2-[(3R,5S)-3,5-dimethylpiperazin-1-yl]-5-fluoro-1,3-benzoxazole C[C@@H]1CN(C[C@@H](N1)C)C=1OC2=C(N1)C=C(C=C2)F